FC(C(=O)N)=C 2-fluoro-prop-2-enamide